tert-Butyl 4-((3-amino-2-bromophenoxy)methyl)-3,6-dihydropyridine-1(2H)-carboxylate NC=1C(=C(OCC=2CCN(CC2)C(=O)OC(C)(C)C)C=CC1)Br